potassium N,N-Dibutyl-glycine potassium [K].C(CCC)N(CC(=O)O)CCCC.[K]